C1(CCCC1)OC1=C(OCCCCCCCN2CCC(CC2)C2=C3CN(C(C3=CC(=C2)F)=O)C2C(NC(CC2)=O)=O)C=CC(=C1)[N+](=O)[O-] 3-(4-(1-(7-(2-(cyclopentyloxy)-4-nitrophenoxy)heptyl)piperidin-4-yl)-6-fluoro-1-oxoisoindolin-2-yl)piperidine-2,6-dione